7-(benzyloxy)-6-(1,1-dioxido-4-oxo-1,2,5-thiadiazolidin-2-yl)-5-fluoro-2-naphthoic acid C(C1=CC=CC=C1)OC1=C(C(=C2C=CC(=CC2=C1)C(=O)O)F)N1S(NC(C1)=O)(=O)=O